tetraethylammonium monoethyl-carbonate C(C)OC([O-])=O.C(C)[N+](CC)(CC)CC